4-(3,5-difluorophenyl)-but-3-en-2-one FC=1C=C(C=C(C1)F)C=CC(C)=O